3-propylsulfonylchloride CCCS(=O)(=O)Cl